O[C@@]([C@@H](/C=C/[C@@H]([C@H](C=O)\C(\C)=C\C=C\C(C)(C=1SC=CC1)O)C)OC(C)=O)(CC[C@H](CC=O)O)C Acetic acid [(2s,3s,4e,6r,7r,10r)-7,10-dihydroxy-2-[(2e,4e)-6-hydroxy-6-thiophen-2-yl-hept-2,4-dien-2-yl]-3,7-dimethyl-12-oxo-1-oxododec-4-en-6-yl] ester